C1(CCC=CCCC1)CNC1=CC=C(C=C1)F N-(cycloocta-4-en-1-ylmethyl)-4-fluoroaniline